ClC1=C(C(=CC=C1)C(F)(F)F)COC=1C=CC(=NC1)N1C(N(CC1=O)C(=O)OC(C)(C)C)=O tert-butyl 3-(5-{[2-chloro-6-(trifluoromethyl)phenyl] methoxy}pyridin-2-yl)-2,4-dioxoimidazolidine-1-carboxylate